CN1N=CC(=C1C)CCNC(=O)C=1OC=C(N1)C1=NC(=NC=C1C)NC1=CC=NN1C N-(2-(1,5-dimethyl-1H-pyrazol-4-yl)ethyl)-4-(5-methyl-2-((1-methyl-1H-pyrazol-5-yl)amino)pyrimidin-4-yl)oxazole-2-carboxamide